(R)-5-(((4-(4-(3-((4-(((1-acetylpiperidin-4-yl)amino)methyl)-3-fluoropyridin-2-yl)amino)-2-chlorophenyl)-3-chloropyridin-2-yl)-2-fluoro-6-methoxybenzyl)amino)methyl)pyrrolidin-2-one C(C)(=O)N1CCC(CC1)NCC1=C(C(=NC=C1)NC=1C(=C(C=CC1)C1=C(C(=NC=C1)C1=CC(=C(CNC[C@H]2CCC(N2)=O)C(=C1)OC)F)Cl)Cl)F